4-bromo-2-hydroxybenzyl cyanide BrC1=CC(=C(CC#N)C=C1)O